indolin-1-yl-(phenyl)methanone N1(CCC2=CC=CC=C12)C(=O)C1=CC=CC=C1